N=1C=CN2C1C=CC(=C2)C2=CNC=1N=C(N=C(C12)OC)NC1CC(C1)(C)N1C(CCC1)=O 1-((1r,3r)-3-((5-(imidazo[1,2-a]pyridin-6-yl)-4-methoxy-7H-pyrrolo[2,3-d]pyrimidin-2-yl)amino)-1-methylcyclobutyl)pyrrolidin-2-one